CC1=C(C=CC(=C1)OC1=NC=CC=C1)N1C2=C(SC=3N=CC=C(NC1=O)C32)C(=O)N (2-methyl-4-(pyridin-2-yloxy)phenyl)-4-oxo-4,5-dihydro-3H-1-thia-3,5,8-triazaacenaphthylene-2-carboxamide